5-(3-fluoro-5-methylphenyl)-3-(6-methoxy-1H-indol-2-yl)pyridazin 5-(4-((1-(3-fluoropropyl)pyrrolidin-3-yl)methyl)phenyl)-2,3-dihydrobenzo[b]thiepin-8-yl-pivalate FCCCN1CC(CC1)CC1=CC=C(C=C1)C=1C2=C(SCCC1)C=C(C=C2)CC(C(=O)O)(C)C.FC=2C=C(C=C(C2)C)C=2C=C(N=NC2)C=2NC1=CC(=CC=C1C2)OC